5-(3-Chloro-4-fluoro-2-methyl-2H-indazol-5-yl)-3-methyl-2-((1R,2R,4S)-2-(methylamino)-7-azabicyclo[2.2.1]heptan-7-yl)-3,7-dihydro-4H-pyrrolo[2,3-d]pyrimidin-4-one ClC=1N(N=C2C=CC(=C(C12)F)C1=CNC=2N=C(N(C(C21)=O)C)N2[C@H]1[C@@H](C[C@@H]2CC1)NC)C